[(3S)-pyrrolidin-3-yl] 2-[6-[5-(6-methyl-2-pyridyl)-1H-imidazol-4-yl]-3-quinolyl]thiazole-5-carboxylate CC1=CC=CC(=N1)C1=C(N=CN1)C=1C=C2C=C(C=NC2=CC1)C=1SC(=CN1)C(=O)O[C@@H]1CNCC1